2-(1-methylpiperidin-4-yl)-5-(tributylstannyl)thiazole CN1CCC(CC1)C=1SC(=CN1)[Sn](CCCC)(CCCC)CCCC